C(C)OC(=O)C=1NC(=C(C1)OC(C)C1=NC=C(C=C1)Cl)C(NC)=O.BrC=1N=C(SC1)C1=CC2=C(C(=NO2)NS(=O)(=O)C2=C(C=CC=C2OC)OC)C(=C1)OC N-(6-(4-bromothiazol-2-yl)-4-methoxybenzo[d]isoxazol-3-yl)-2,6-dimethoxybenzenesulfonamide Ethyl-4-(1-(5-chloropyridin-2-yl)ethoxy)-5-(methylcarbamoyl)-1H-pyrrole-2-carboxylate